4-(7-phenyl-4-(pyridin-4-yl)-6H-pyrrolo[3,2-d]pyrimidin-2-yl)morpholine C1(=CC=CC=C1)C=1CN=C2C1N=C(N=C2C2=CC=NC=C2)N2CCOCC2